2H-[1,3]-thiazine S1CN=CC=C1